C(CCCCCCCCCCCC)C(O)CN tridecyl-ethanolamine